C(=O)O.C1(CC1)S(=O)(=O)N1N=CC(=C1)C1=NC=CC(=N1)NC1=NC=C(C(=C1)N1CCC(CC1)(F)CN(C)C)C#CC=1C=NN(C1)C 2-(1-(cyclopropylsulfonyl)-1H-pyrazol-4-yl)-N-(4-(4-((dimethylamino)methyl)-4-fluoropiperidin-1-yl)-5-((1-methyl-1H-pyrazol-4-yl)ethynyl)pyridin-2-yl)pyrimidin-4-amine formate